2-(6-{5-chloro-2-[(oxan-4-yl)amino]pyrimidin-4-yl}-1-oxo-2,3-dihydro-1H-isoindol-2-yl)-N-[2-(2-methoxyphenyl)propan-2-yl]acetamide ClC=1C(=NC(=NC1)NC1CCOCC1)C1=CC=C2CN(C(C2=C1)=O)CC(=O)NC(C)(C)C1=C(C=CC=C1)OC